dimethyl (R)-2-hydroxypentanedioate O[C@@H](C(=O)OC)CCC(=O)OC